Non-2-ene-9-carboxylic acid tert-butyl ester C(C)(C)(C)OC(=O)CCCCCCC=CC